3-((4-((2-amino-4-phenylthiazol-5-yl)oxy)pyridin-2-yl)amino)benzoic acid NC=1SC(=C(N1)C1=CC=CC=C1)OC1=CC(=NC=C1)NC=1C=C(C(=O)O)C=CC1